ClC1=CC=C(C=C1)C1=C(N=C(N1)C1=CC=C(C=C1)OCC1CCC(CC1)C(F)(F)F)C 5-(4-chlorophenyl)-4-methyl-2-(4-((4-(trifluoromethyl)cyclohexyl)methoxy)phenyl)-1H-imidazole